6,6'-dichloro-2,2'-bipyridine ClC1=CC=CC(=N1)C1=NC(=CC=C1)Cl